NC=1C=C(C=C(C1)C(F)(F)F)C(C)C1=C2C(=NC(=NC2=CC(=C1OC)CN1CCOCC1)C)N (1-(3-amino-5-(trifluoromethyl)phenyl)ethyl)-6-methoxy-2-methyl-7-(morpholinomethyl)quinazolin-4-amine